(E)-3-(8-benzoyl-6-hydroxy-6-(p-tolyl)-1,2,3,4-tetrahydropyrrolo[1,2-a]pyrimidine-7(6H)-ylidene)-6-methylchroman-2,4-dione C(C1=CC=CC=C1)(=O)C=1/C(/C(N2C1NCCC2)(C2=CC=C(C=C2)C)O)=C/2\C(OC1=CC=C(C=C1C2=O)C)=O